oxo-N-[2-(4-phenylpiperidin-1-yl)ethyl]nonanamide O=C(C(=O)NCCN1CCC(CC1)C1=CC=CC=C1)CCCCCCC